(2,2'-dimethyl-[1,1'-biphenyl]-3,3'-diyl)bis(4-cyclopropyl-5-(hydroxymethyl)-2-pyridineamide) CC1=C(C=CC=C1C=1C(=NC=C(C1C1CC1)CO)C(=O)N)C1=C(C(=CC=C1)C=1C(=NC=C(C1C1CC1)CO)C(=O)N)C